ClC=1C=C2C(=CC1)NC(C21CCN(CC1)CCOC=1C=NC(=CC1)S(=O)(=O)C1(CC1)CO)=O 5-chloro-1'-(2-[(6-{[1-(hydroxymethyl)cyclopropyl]sulfonyl}pyridin-3-yl)oxy]ethyl)-1,2-dihydrospiro[indole-3,4'-piperidin]-2-one